1,3-bis(2,3-epoxypropyl)tetramethoxydisiloxane C(C1CO1)[Si](O[Si](CC1CO1)(OC)OC)(OC)OC